CN1N=C2C(=CC1=O)CC1CCC2N1 (±)-2-methyl-2,5,6,7,8,9-hexahydro-3H-6,9-epiminocyclohepta[c]pyridazin-3-one